ethoxy-3-(p-tolyl)isoquinoline Ethyl-(Z)-5-chloro-6-(4-((2-fluoro-6-(trifluoromethyl)phenyl)(hydroxyimino)methyl)-2-oxopiperazin-1-yl)nicotinate C(C)OC(C1=CN=C(C(=C1)Cl)N1C(CN(CC1)\C(=N/O)\C1=C(C=CC=C1C(F)(F)F)F)=O)=O.C(C)OC1=NC(=CC2=CC=CC=C12)C1=CC=C(C=C1)C